6-[(2S)-2-allyl-pyrrolidin-1-yl]-N'-[2-benzyloxy-2-(trifluoromethyl)hex-5-enoyl]-4-methoxy-3-nitro-pyridine-2-carbohydrazide C(C=C)[C@H]1N(CCC1)C1=CC(=C(C(=N1)C(=O)NNC(C(CCC=C)(C(F)(F)F)OCC1=CC=CC=C1)=O)[N+](=O)[O-])OC